NC1=C(C(=O)F)C=C(C=N1)C(C)(C)C 2-amino-5-(tert-butyl)nicotinoyl fluoride